(R)-8-(isopropylamino)-2-(pyrrolidin-3-ylamino)pyrido[3,4-d]pyrimidine-6-carbonitrile C(C)(C)NC1=NC(=CC2=C1N=C(N=C2)N[C@H]2CNCC2)C#N